(S)-1-(2-(6-(Trifluoromethyl)imidazo[1,2-a]pyrazin-3-yl)pyrimidin-4-yl)piperidine-3-carboxamide FC(C=1N=CC=2N(C1)C(=CN2)C2=NC=CC(=N2)N2C[C@H](CCC2)C(=O)N)(F)F